OB1OC(C2=C1C=CC(=C2)NC2=NC=C(C(=N2)NC2=CC=CC=C2)C)(C)C N2-(1-hydroxy-3,3-dimethyl-2,1-benzoxaborol-5-yl)-5-methyl-N4-phenyl-pyrimidine-2,4-diamine